5-(4-chloro-1-cyclopropyl-1H-pyrazol-5-yl)-2-methyl-N-(4-(1-methyl-4-(trifluoromethyl)-1H-imidazol-2-yl)benzyl)-2H-pyrazolo[4,3-d]pyrimidin-7-amine ClC=1C=NN(C1C=1N=C(C=2C(N1)=CN(N2)C)NCC2=CC=C(C=C2)C=2N(C=C(N2)C(F)(F)F)C)C2CC2